3-(4-fluorophenyl)bicyclo[1.1.1]pentane-1-carboxamide FC1=CC=C(C=C1)C12CC(C1)(C2)C(=O)N